CC(=O)OCC(=O)[C@H]1CC[C@@H]2[C@@]1(CC(=O)[C@H]3[C@H]2CC[C@@H]4[C@@]3(CC[C@H](C4)O)C)C 3α,21-dihydroxy-5α-pregnane-11,20-dione 21-acetate